(2S,3S,4R,5R,6S)-6-methyltetrahydro-2H-pyran-2,3,4,5-tetrayl tetrakis(2-methylpropionate) CC(C(=O)O[C@@H]1O[C@H]([C@H]([C@H]([C@@H]1OC(C(C)C)=O)OC(C(C)C)=O)OC(C(C)C)=O)C)C